C(C=C)(=O)OCCC1=CC=C(C=C1)OC 2-(4-Methoxyphenyl)ethyl acrylate